(R)-3-(3-(6-Chloropyridin-2-yl)-3-oxoprop-1-yn-1-yl)-1-methyl-3-((trimethylsilyl)oxy)pyrrolidin-2-one ClC1=CC=CC(=N1)C(C#C[C@]1(C(N(CC1)C)=O)O[Si](C)(C)C)=O